(P)-7-Fluoro-N-(isoxazol-3-yl)-1-(2-methoxy-4-(2-(trifluoromethyl)cyclopropyl)phenyl)-N-(4-methoxybenzyl)-2-oxo-1,2-dihydroquinoline-6-sulfonamide FC1=C(C=C2C=CC(N(C2=C1)C1=C(C=C(C=C1)C1C(C1)C(F)(F)F)OC)=O)S(=O)(=O)N(CC1=CC=C(C=C1)OC)C1=NOC=C1